(triphenyleneyl)(pyridinyl)(triphenyleneyl)(pyridinyl)(pyridinyl)terbenzene C1(=CC=CC=2C3=CC=CC=C3C3=CC=CC=C3C12)C1=C(C(=C(C(=C1C=1C(=CC=CC1)C1=CC=CC=C1)C1=NC=CC=C1)C1=NC=CC=C1)C1=CC=CC=2C3=CC=CC=C3C3=CC=CC=C3C12)C1=NC=CC=C1